C(N)(OCC1=CC=C(C=C1)C1=NN(C=N1)C1=CC=C(C=C1)OC(F)(F)F)=O (4-(1-(4-(trifluoromethoxy) phenyl)-1H-1,2,4-triazol-3-yl) benzyl) carbamate